C[C@H](CCC(=O)O)[C@H]1CC[C@@H]2[C@@]1(CC[C@H]3[C@H]2C(=O)C[C@H]4[C@@]3(CC[C@H](C4)O)C)C The molecule is a bile acid that is lithocholic acid carrying an additional oxo substituent at position 7. It has a role as a human metabolite. It is a bile acid, a monohydroxy-5beta-cholanic acid, an oxo-5beta-cholanic acid and a 3alpha-hydroxy steroid. It derives from a lithocholic acid. It is a conjugate acid of a 7-oxolithocholate.